methyl-4-isothiazolin-3-one CN1SC=CC1=O